[2H]C(C([2H])([2H])[2H])(OC=1C=C(C=CC1)B(O)O)[2H] 3-(1,1,2,2,2-pentadeuterioethoxy)phenylboronic acid